FC=1C=C2N(CCN(C2=CC1)C(=O)NC1CN(C1)CC(C)C)C1=CC=C(C=C1)F 6-fluoro-4-(4-fluorophenyl)-N-(1-isobutylazetidin-3-yl)-3,4-Dihydroquinoxaline-1(2H)-carboxamide